NC1=NON=C1N 3,4-diamino-1,2,5-oxadiazole